ClC1=CC=C(C(=N1)N1C[C@@H]([C@H](C1)O)O)N[C@H](C)C=1C=C(C=C2C(C(=C(OC12)C=1C=NC=CC1)C)=O)C 8-[(1R)-1-[[6-Chloro-2-[(3S,4S)-3,4-dihydroxypyrrolidin-1-yl]-3-pyridyl]amino]ethyl]-3,6-dimethyl-2-(3-pyridyl)chromen-4-one